ethyl (R)-1-(3,4-bis((4-fluorobenzyl)oxy)phenoxy)-2-hydroxy-7,10,13,16-tetraoxa-4-azaicosan-20-oate FC1=CC=C(COC=2C=C(OC[C@@H](CNCCOCCOCCOCCOCCCC(=O)OCC)O)C=CC2OCC2=CC=C(C=C2)F)C=C1